6-bromo-5-methyl-[1,2,4]triazolo[1,5-a]pyridin-2-amine BrC=1C=CC=2N(C1C)N=C(N2)N